4,4'-bis(dimethyl-amino)-benzophenone CN(C1=CC=C(C(=O)C2=CC=C(C=C2)N(C)C)C=C1)C